C(C)(=O)O[C@@H]1[C@@H]([C@H](OC1OC(C)=O)CC(=O)NC)OC(CC1=C(C=CC=2C3=CC=CC=C3CC12)OCOCC)=O ethoxymethoxyfluoreneacetic acid [(2r,3r,4r)-4,5-diacetoxy-2-[2-(methylamino)-2-oxo-ethyl] tetrahydrofuran-3-yl] ester